C1OCCC2=CC(=CC=C12)B1OC(C(O1)(C)C)(C)C 2-(isochroman-6-yl)-4,4,5,5-tetramethyl-1,3,2-dioxaborolane